6-[3-(Trifluoromethyl)phenyl]-1-[[4-(trifluoromethyl)-3-pyridyl]methyl]pyrazolo[4,3-b]pyridine FC(C=1C=C(C=CC1)C=1C=C2C(=NC1)C=NN2CC=2C=NC=CC2C(F)(F)F)(F)F